C(C)(C)(C)S(=O)(=O)N1C2(CCC2)CC(C1)N1C2=C(OCC1=O)C=C(C=C2)Cl 4-(5-(tert-butylsulfonyl)-5-azaspiro[3.4]octan-7-yl)-7-chloro-2H-benzo[b][1,4]oxazin-3(4H)-one